C1(CCCCC1)P(C1CCCCC1)C1=C(C(=C(C=C1)N(C)C)C1=CC=CC=C1)N(C)C (dicyclohexylphosphino)-N2,N2,N6,N6-tetramethyl-[1,1'-biphenyl]-2,6-diamine